3-(4-amino-6-((S)-3-fluoropyrrolidin-1-yl)pyrido[3,4-d]pyrimidin-8-yl)-2,4-dimethylphenol NC=1C2=C(N=CN1)C(=NC(=C2)N2C[C@H](CC2)F)C=2C(=C(C=CC2C)O)C